O=C1NC=CC=C1C(=O)N oxo-1,2-dihydropyridine-3-carboxamide